C(C1=CC=CC=C1)OC1=C(C=O)C=C(C(=C1F)Cl)Br 2-(benzyloxy)-5-bromo-4-chloro-3-fluorobenzaldehyde